((ethoxycarbonyl)amino)-3-oxopropanoate C(C)OC(=O)NC(C(=O)[O-])C=O